1-isopropyl-2-(4-(pyrrolidin-2-yl)phenyl)-4-(trifluoromethyl)-1H-imidazole C(C)(C)N1C(=NC(=C1)C(F)(F)F)C1=CC=C(C=C1)C1NCCC1